C(C1=CC=NC=C1)(=O)OC1=CC(=CC(=C1)OC(C1=CC=NC=C1)=O)OC(C1=CC=NC=C1)=O benzene-1,3,5-triyl triisonicotinate